ClC1=CC=C(C(=N1)C(=O)NS(=O)(=O)C)N[C@H](C)C=1C=C(C=C2C(C(=C(OC12)C=1C=NC=C(C1)F)C)=O)C 6-Chloro-3-[[(1R)-1-[2-(5-fluoro-3-pyridyl)-3,6-dimethyl-4-oxo-chromen-8-yl]ethyl]amino]-N-methylsulfonyl-pyridine-2-carboxamide